BrC=1C=C(C=CC1)N1CCN(CC1)C 1-(3-bromophenyl)-4-methyl-piperazine